FC1=C(C=CC=C1)CS(=O)(=O)NC1=NC=C(C=C1)C1=CC2=C(N=C(N=C2)N[C@@H]2CNC[C@H](C2)F)N(C1=O)C(C)C 1-(2-fluorophenyl)-N-(5-(2-(((3S,5S)-5-fluoropiperidin-3-yl)amino)-8-isopropyl-7-oxo-7,8-dihydropyrido[2,3-d]pyrimidin-6-yl)pyridin-2-yl)methanesulfonamide